amino-5,6-dimethylbenzimidazole NC=1NC2=C(N1)C=C(C(=C2)C)C